C(N)(=O)C=1C(=NC(=C(N1)CC)N(C)C)NC=1C=C(CCNC([C@H](C)N(C(OC(C)(C)C)=O)C)=O)C=C(C1)OC tert-butyl (S)-(1-((3-((3-carbamoyl-6-(dimethylamino)-5-ethylpyrazin-2-yl)amino)-5-methoxyphenethyl)amino)-1-oxopropan-2-yl)(methyl)carbamate